CN(/C=C/C(=O)C1=C(N=C(S1)C(C)C)C)C (E)-3-(dimethylamino)-1-(2-isopropyl-4-methylthiazol-5-yl)prop-2-en-1-one